7-amino-3-chloro-5-((2-(1-(1-(2-hydroxyethyl)cyclopropyl)-1H-pyrazol-3-yl)ethyl)amino)-2-methylpyrazolo[1,5-a]pyrimidine-6-carbonitrile NC1=C(C(=NC=2N1N=C(C2Cl)C)NCCC2=NN(C=C2)C2(CC2)CCO)C#N